NC1CCN(CC1)C1=C(C(=NC=C1C1=CC(=CC(=C1)F)F)N)C1=NC2=C(N1)C=CC(=C2)OC(F)(F)F 4-(4-aminopiperidin-1-yl)-5-(3,5-difluorophenyl)-3-[5-(trifluoromethoxy)-1H-1,3-benzodiazol-2-yl]pyridin-2-amine